L-cysteine S-oxide N[C@@H](CS=O)C(=O)O